3-(1-oxo-5-(((1R,2S)-2-(4-(pyrrolidine-1-carbonyl)-piperidin-1-yl)cyclohexyl)-oxy)isoindolin-2-yl)piperidine-2,6-dione O=C1N(CC2=CC(=CC=C12)O[C@H]1[C@H](CCCC1)N1CCC(CC1)C(=O)N1CCCC1)C1C(NC(CC1)=O)=O